2-[(2-bromopyrrolo[2,3-b]pyridin-1-yl)methoxy]ethyl-trimethyl-silane BrC1=CC=2C(=NC=CC2)N1COCC[Si](C)(C)C